FC=1C=C(CN2C(C=C(C=C2)C=2C=C3C(=NNC3=CC2)C2=CC(=NC=C2)C)=O)C=C(C1)F 1-(3,5-difluorobenzyl)-4-(3-(2-methylpyridin-4-yl)-1H-indazol-5-yl)pyridin-2(1H)-one